(Z)-2-fluoro-3-(5-bromopyridin-2-yl)acrylic acid ethyl ester C(C)OC(/C(=C/C1=NC=C(C=C1)Br)/F)=O